C1(=CC=CC=C1)C1=NN2C(=NC=C(C2=N1)C)Br 2-phenyl-5-bromo-8-Methyl[1,2,4]triazolo[1,5-c]pyrimidine